(R)-N-(1-carboxyethyl)-3-hydroxy-6-hydroxy-methyl-pyridinium C(=O)(O)[C@@H](C)[N+]1=C(C(=CC=C1O)O)C